S([O-])(O)(=O)=O.[NH4+] ammonium bisulfate